6-bromo-7-((1-methyl-1H-pyrazol-3-yl)methoxy)quinazolin-4(3H)-one BrC=1C=C2C(NC=NC2=CC1OCC1=NN(C=C1)C)=O